ClC=1N=C(N(C1N(C(=O)OC(C)(C)C)C(=O)OC(C)(C)C)C)C(=O)NC 4-Chloro-5-(bis(tert-butoxycarbonyl)amino)-N,1-dimethyl-1H-imidazole-2-carboxamide